C1NC(NCC12CCCCC2)=O 2,4-diazaspiro[5.5]undecan-3-one